4-((4-((2-Isopropyl-4-phenylthiazol-5-yl)oxy)pyridin-2-yl)amino)benzamide C(C)(C)C=1SC(=C(N1)C1=CC=CC=C1)OC1=CC(=NC=C1)NC1=CC=C(C(=O)N)C=C1